2-acryloylthio-n-butylthio-5-n-propylthio-1,3,4-thiadiazole C(C=C)(=O)SC(CSC=1SC(=NN1)SCCC)CC